2,2-bis(trifluoromethyl)-1,3-dioxole-4-amide FC(C1(OC=C(O1)C(=O)N)C(F)(F)F)(F)F